COC(=O)[C@@H]1C[C@H](CCC1)OC=1C(=NC(=CC1)C=1N=NN(C1COC(=O)N(C)C12CC(C1)C2)C)C2CC2 (1S,3S)-3-((6-(5-(((bicyclo[1.1.1]pentane-1-yl(methyl)aminocarbonyl)oxy)methyl)-1-methyl-1H-1,2,3-triazol-4-yl)-2-cyclopropylpyridin-3-yl)oxy)cyclohexane-1-carboxylic acid methyl ester